C(C)(C)(C)OC(=O)NCC1=CC=C(C=C1)NC(=O)C1=CC2=C(OCCC3=C2SC=C3)C=C1C=1C(=NC(=CC1)C(NCC1(CC1)CO)=O)C(=O)OC methyl 3-(9-((4-(((tert-butoxycarbonyl)amino)methyl)phenyl)carbamoyl)-4,5-dihydrobenzo[b]thieno[2,3-d]oxepin-8-yl)-6-(((1-(hydroxymethyl)cyclopropyl)methyl)carbamoyl)picolinate